(2S,3S)-2-amino-3-(1H-indol-3-yl)butanoic acid N[C@H](C(=O)O)[C@@H](C)C1=CNC2=CC=CC=C12